2-(1-(tert-butoxycarbonyl)-1,2,3,6-tetrahydropyridin-4-yl)thiazole-4-carboxylic acid ethyl ester C(C)OC(=O)C=1N=C(SC1)C=1CCN(CC1)C(=O)OC(C)(C)C